C12=C(C=CC=C2CC1)[C@@H]1[C@@H](C=2C=CC(=CC2CC1)O)C1=CC=C(C=C1)N1CCC(CC1)C(OC)OC (5R,6S)-6-(bicyclo[4.2.0]octa-1,3,5-trien-2-yl)-5-(4-(4-(dimethoxymethyl)piperidin-1-yl)phenyl)-5,6,7,8-tetrahydronaphthalen-2-ol